C[C@H]1N(CCOC1)C1=NC=2N(C(=C1)C=1C=NN(C1)C)N=CC2C2=CC=NN2 (3R)-3-methyl-4-[7-(1-methyl-1H-pyrazol-4-yl)-3-(1H-pyrazol-5-yl)pyrazolo[1,5-a]pyrimidin-5-yl]morpholine